2,2'-Difluoro-4,4'-dimethyl-1,1'-biphenyl FC1=C(C=CC(=C1)C)C1=C(C=C(C=C1)C)F